2-(4-(6-((4-chloro-2-fluorobenzyl)oxy)-5-fluoropyridin-2-yl)-2,5-difluorobenzyl)-1-((3S,4R)-4-methyltetrahydrofuran-3-yl)-1H-benzo[d]imidazole-6-carboxylic acid ClC1=CC(=C(COC2=C(C=CC(=N2)C2=CC(=C(CC3=NC4=C(N3[C@@H]3COC[C@@H]3C)C=C(C=C4)C(=O)O)C=C2F)F)F)C=C1)F